(S)-(2-Fluorophenyl)(4-(2-(pyridin-3-yl)ethyl)-7-azabicyclo[2.2.1]heptan-1-yl)methanol methyl-3-bromo-5-((4-methoxybenzyl)amino)isonicotinate CC=1C(=C(C(=O)O[C@H](C23CCC(CC2)(N3)CCC=3C=NC=CC3)C3=C(C=CC=C3)F)C(=CN1)NCC1=CC=C(C=C1)OC)Br